COCCOCCCN(C(OC(C)(C)C)=O)C tert-Butyl (3-(2-methoxyethoxy)propyl)(methyl)carbamate